CC1(CC=C(CC1)OS(=O)(=O)C(F)(F)F)C(=O)OCC ethyl 1-methyl-4-(((trifluoromethyl)sulfonyl)oxy)cyclohex-3-ene-1-carboxylate